C(C)(C)C1=C(N)C(=CC=C1)C(C)C 2,6-di-iso-propylaniline